C1(CCC1)C1C(N2CCOC3=C(SC(C(N1)=O)=C32)C=3C=NN(C3)C(C3=CC=CC=C3)(C3=CC=CC=C3)C3=CC=CC=C3)COC 10-cyclobutyl-9-(methoxymethyl)-3-(1-tritylpyrazol-4-yl)-5-oxa-2-thia-8,11-diazatricyclo[6.4.1.04,13]trideca-1(13),3-dien-12-one